Tert-butyl N-[3-methyl-5-[[2-[(2R,5S)-5-methyl-2-(1,2,3,4-tetrahydroquinolin-6-yl)-1-piperidyl]-2-oxo-acetyl]amino]-2-pyridyl]carbamate CC=1C(=NC=C(C1)NC(C(=O)N1[C@H](CC[C@@H](C1)C)C=1C=C2CCCNC2=CC1)=O)NC(OC(C)(C)C)=O